COCC1=C(C=CC=C1)C1=CC(=NN1C1OCCCC1)C=1C=C2CN(C(C2=CC1)=O)C1C(NC(CC1)=O)=O 3-(5-(5-(2-(methoxymethyl)phenyl)-1-(tetrahydro-2H-pyran-2-yl)-1H-pyrazol-3-yl)-1-oxoisoindolin-2-yl)piperidine-2,6-dione